FC1=C(C=C(C(=O)Cl)C=C1C)C 4-Fluoro-3,5-Dimethylbenzoyl Chloride